C(C=C)N(C(OC(C)(C)C)=O)C(CCC#C)CO tert-butyl N-allyl-N-[1-(hydroxymethyl)pent-4-ynyl]carbamate